C(C)N(CC(=O)N[C@@H]1CC[C@H](CC1)C=1SC2=C(N1)C(=C(N2)C=2C=C(C=1N(C2)N=CN1)OC)C(C)C)C trans-2-(ethyl(methyl)amino)-N-(4-(6-isopropyl-5-(8-methoxy-[1,2,4]triazolo[1,5-a]pyridin-6-yl)-4H-pyrrolo[3,2-d]thiazol-2-yl)cyclohexyl)acetamide